OC1(COC1)C1=CC=C(C=C1)C(=O)N1CC2=C(CC1)SC(=C2)C2=CC=C(C=C2)C(F)(F)F (4-(3-hydroxyoxetan-3-yl)phenyl)(2-(4-(trifluoromethyl)phenyl)-6,7-dihydrothieno[3,2-c]pyridin-5(4H)-yl)methanone